C(C)(C)C1=NN=C2N1N=C(C=C2NC=2C=NC=NC2)NC(CC)CC 3-isopropyl-N6-(pentan-3-yl)-N8-(pyrimidin-5-yl)-[1,2,4]triazolo[4,3-b]pyridazine-6,8-diamine